CN1C(CN(CC1)C1CCC(CC1)N1N=CC(=C1)B1OC(C(O1)(C)C)(C)C)=O 1-methyl-4-{4-[4-(4,4,5,5-tetramethyl-1,3,2-dioxaborolan-2-yl)-pyrazol-1-yl]-cyclohexyl}-piperazin-2-one